4-(5-(3-cyanophenoxy)pentoxy)pyridinecarbonitrile C(#N)C=1C=C(OCCCCCOC2=CC(=NC=C2)C#N)C=CC1